CC(C)(C)C1C(CCCC1)OC(C)=O acetic acid 2-(1,1-dimethylethyl)-cyclohexyl ester